O=C1NC(CCC1N1C(C2=CC=C(C=C2C1=O)NCC1CCC(CC1)CN1N=CC(=C1)C1=NC2=CC=CC=C2N=C1)=O)=O 2-(2,6-dioxopiperidin-3-yl)-5-(((4-((4-(quinoxalin-2-yl)-1H-pyrazol-1-yl)methyl)cyclohexyl)methyl)amino)isoindoline-1,3-dione